1-(4-{[(1S)-5-[2-(2-aminopyridin-3-yl)-5-isopropylimidazo[4,5-b]pyridin-3-yl]-2,3-dihydro-1H-inden-1-yl]amino}piperidin-1-yl)prop-2-en-1-one NC1=NC=CC=C1C1=NC=2C(=NC(=CC2)C(C)C)N1C=1C=C2CC[C@@H](C2=CC1)NC1CCN(CC1)C(C=C)=O